3-(((2-(2-fluorophenyl)-9-(tetrahydro-2H-pyran-2-yl)-9H-purin-6-yl)amino)methyl)-4,6-dimethylpyridin-2(1H)-one FC1=C(C=CC=C1)C1=NC(=C2N=CN(C2=N1)C1OCCCC1)NCC=1C(NC(=CC1C)C)=O